3-Bromo-4-(fluoromethoxy)pyridine BrC=1C=NC=CC1OCF